C(C)(=O)NNC(=O)C=1C=C(C=CC1)C=1C=2N(C=CC1)C(=C(N2)C(=O)NCCC)N 8-(3-(2-Acetylhydrazine-1-carbonyl)phenyl)-3-amino-N-propylimidazo[1,2-a]pyridine-2-carboxamide